2,3-diacetoxybenzoic acid C(C)(=O)OC1=C(C(=O)O)C=CC=C1OC(C)=O